NC=1C(=NC(=CN1)C1=CC(=NC=C1F)C=1C=NN(C1)CC(F)(F)F)C(=O)O 3-amino-6-(5-fluoro-2-(1-(2,2,2-trifluoroethyl)-1H-pyrazol-4-yl)pyridin-4-yl)pyrazine-2-carboxylic acid